(R)-1-(2-ethylpyridin-3-yl)ethyl (1-methyl-4-(6-methyl-5-(methylsulfonamido)pyridin-2-yl)-1H-1,2,3-triazol-5-yl)carbamate CN1N=NC(=C1NC(O[C@H](C)C=1C(=NC=CC1)CC)=O)C1=NC(=C(C=C1)NS(=O)(=O)C)C